4-fluoro-3-(trifluoromethyl)benzenesulfonyl chloride FC1=C(C=C(C=C1)S(=O)(=O)Cl)C(F)(F)F